CN(C(=O)C=1SC=CN1)C N,N-dimethylthiazole-2-carboxamide